S1C=C(C=C1)C1=CC(=NN1)C1CCNCC1 4-(5-(thiophen-3-yl)-1H-pyrazol-3-yl)piperidine